FC(CN1C=NC=2C1=NC(=CC2)C=2C=CN1N=C(N=C(C12)NC)N[C@@H]1[C@@H](CN(CC1)C(C)=O)F)F 1-((3R,4S)-4-((5-(3-(2,2-Difluoroethyl)-3H-imidazo[4,5-b]pyridin-5-yl)-4-(methylamino)pyrrolo[2,1-f][1,2,4]triazin-2-yl)amino)-3-fluoropiperidin-1-yl)ethan-1-one